N-methyl-5-(4,4,5,5-tetramethyl-1,3,2-dioxazolidin-2-yl)picolinamide CNC(C1=NC=C(C=C1)N1OC(C(O1)(C)C)(C)C)=O